2-Phenylphenacyl acrylate C(C=C)(=O)OCC(=O)C1=C(C=CC=C1)C1=CC=CC=C1